C(C=C)(=O)N1C[C@@H](N(CC1)C1=NC(=NC=2C[C@@H](CCC12)C1=CC(=CC2=CC=CC=C12)O)OC[C@H]1N(C(OC1)=O)C)C (R)-4-((((R)-4-((S)-4-propenoyl-2-methylpiperazin-1-yl)-7-(3-hydroxynaphthalen-1-yl)-5,6,7,8-tetrahydroquinazolin-2-yl)oxy)methyl)-3-methyloxazolidin-2-one